(2R,6R)-4-(7-cyanopyrazolo[1,5-a]pyridin-4-yl)-6-methyl-morpholine-2-carboxylic acid C(#N)C1=CC=C(C=2N1N=CC2)N2C[C@@H](O[C@@H](C2)C)C(=O)O